O1CCOC12CC=C(CC2)C=2SC=CN2 2-(1,4-dioxaspiro[4.5]Dec-7-en-8-yl)thiazole